CC1=C(C=C(C=C1)NC(=O)[C@H]1N(CCC1)S(=O)(=O)C)C(N[C@H](C)C1=CC=CC2=CC=CC=C12)=O (S)-N-(4-methyl-3-(((R)-1-(naphthalen-1-yl)ethyl)carbamoyl)phenyl)-1-(methylsulfonyl)pyrrolidine-2-carboxamide